4-hydroxy-N-phenyl-2-(quinolin-2-yloxy)butanamide OCCC(C(=O)NC1=CC=CC=C1)OC1=NC2=CC=CC=C2C=C1